O=C(CCOCCC)N1CC=2N(CC1)C=1C(N2)=C(SN1)C(F)(F)F 1-(3-oxo-3-(3-(trifluoromethyl)-7,8-dihydroisothiazolo[4',3':4,5]imidazo[1,2-a]pyrazin-6(5H)-yl)propoxy)propan